CYCLOOCTEN-BENZOPHENON C1(=CCCCCCC1)C1=CC=CC=C1C(=O)C1=CC=CC=C1